1-(2-fluoro-4-(4,4,5,5-tetramethyl-1,3,2-dioxaborolan-2-yl)phenyl)-3-(4-((4-methylpiperazin-1-yl)methyl)-3-(trifluoromethyl)phenyl)urea FC1=C(C=CC(=C1)B1OC(C(O1)(C)C)(C)C)NC(=O)NC1=CC(=C(C=C1)CN1CCN(CC1)C)C(F)(F)F